3,3-difluoroallyl sulfide FC(=CCSCC=C(F)F)F